(S)-tert-butyl (1-(4-bromo-2-formylphenoxy)-2,4-dimethylpentan-2-yl)carbamate BrC1=CC(=C(OC[C@@](CC(C)C)(C)NC(OC(C)(C)C)=O)C=C1)C=O